5-(3-bromophenyl)-3-[3-[tert-butyl(dimethyl)silyl]oxypropyl]oxazolidin-2-one BrC=1C=C(C=CC1)C1CN(C(O1)=O)CCCO[Si](C)(C)C(C)(C)C